1-iodo-2-(prop-1-en-2-yl)-4-(trifluoromethyl)benzene IC1=C(C=C(C=C1)C(F)(F)F)C(=C)C